FC(CCCCNC1=C2C(N(C(C2=CC=C1)=O)C1C(NC(CC1)=O)=O)=O)(CN1N=CC(=C1)C1=NC2=CC=CC=C2N=C1)F ((5,5-difluoro-6-(4-(quinoxalin-2-yl)-1H-pyrazol-1-yl)hexyl)amino)-2-(2,6-dioxopiperidin-3-yl)isoindoline-1,3-dione